5-(3-(trifluoromethyl)benzyl)pyridin-2-amine FC(C=1C=C(CC=2C=CC(=NC2)N)C=CC1)(F)F